C1(=CC=CC=C1)[C@@H]1[C@H](C1)NC(=O)[C@@H]1CN(C[C@H]1C(N[C@@H]1[C@H](C1)C1=CC=CC=C1)=O)C(=O)C1=CC=C(C(=O)NC[C@@H](C(=O)OC)NC(=O)OC(C)(C)C)C=C1 methyl (S)-3-(4-((3S,4S)-3,4-bis(((1S,2R)-2-phenylcyclopropyl) carbamoyl)pyrrolidine-1-carbonyl)benzamido)-2-((tert-butoxycarbonyl)amino)propanoate